2-((5-(2-bromophenyl)-4H-1,2,4-triazol-3-yl)thio)-1-(3,4-dimethylphenyl)propan-1-one BrC1=C(C=CC=C1)C=1NC(=NN1)SC(C(=O)C1=CC(=C(C=C1)C)C)C